BrC1=CC=C2C(=CN(C2=C1)C)N(C1=CN(C2=CC=CC=C12)C)C1=CN(C2=CC=CC=C12)C 6-bromo-1-methyl-N,N-bis(1-methylindol-3-yl)indol-3-amine